N(=[N+]=[N-])[C@@H]1C[C@H](N(C1)C(=O)OC(C)(C)C)C(=O)OCC1=CC=CC=C1 (2S,4R)-2-Benzyl 1-Tert-Butyl 4-Azidopyrrolidine-1,2-Dicarboxylate